tert-butyl 3-[[(3-chlorophenyl)methyl]carbamoyl]-8-azabicyclo[3.2.1]octane-8-carboxylate ClC=1C=C(C=CC1)CNC(=O)C1CC2CCC(C1)N2C(=O)OC(C)(C)C